6,6-Dimethyl-3-pentylbenzo[c]chromene-1,9-diol CC1(OC=2C=C(C=C(C2C2=C1C=CC(=C2)O)O)CCCCC)C